Diethyl (tert-butoxycarbonyl)glycyl-L-phenylalanyl-D-glutamate C(C)(C)(C)OC(=O)NCC(=O)N[C@@H](CC1=CC=CC=C1)C(=O)N[C@H](CCC(=O)OCC)C(=O)OCC